ClC1=C(N=C(C=2C(N3[C@@H](COC21)CNCC3)=O)OC3CN(CCC3)C)C3=C(C=CC=C3O)F (6aR)-4-chloro-3-(2-fluoro-6-hydroxyphenyl)-1-((1-methylpiperidin-3-yl)oxy)-6,6a,7,8,9,10-hexahydro-12H-pyrazino[2,1-c]pyrido[3,4-f][1,4]oxazepin-12-one